COC(=O)C1=NN(C=C1)CCOCCOCCOCCOCC#C 1-(3,6,9,12-Tetraoxapentadec-14-yn-1-yl)-1H-pyrazole-3-carboxylic acid methyl ester